6-(3-aminophenyl)-N-(1-methyl-3-(pyridin-2-yl)-1H-pyrazol-4-yl)picolinamide NC=1C=C(C=CC1)C1=CC=CC(=N1)C(=O)NC=1C(=NN(C1)C)C1=NC=CC=C1